C(C)(C)N1N=C(C(=C1C)O)C1=CC(=CC=C1)C1=NC=CC=C1 1-isopropyl-3-(3-(pyridin-2-yl)phenyl)-5-methyl-pyrazol-4-ol